ClC1=NC(=CC(=C1)C=1C(=NN2C1N=C(C=C2)NC(=N)N)C2=CC(=CC=C2)C#N)C 1-[3-(2-Chloro-6-methyl-4-pyridyl)-2-(3-cyanophenyl)pyrazolo[1,5-a]pyrimidin-5-yl]guanidine